2-(((tert-butoxycarbonyl)(methyl)amino)methyl)-1H-pyrrolo[3,2-b]pyridine-5-sulfinate C(C)(C)(C)OC(=O)N(C)CC1=CC2=NC(=CC=C2N1)S(=O)[O-]